ClC1=CC=C(S1)CNC1=CC(=NN1)C1CCN(CC1)CCOC1CC1 N-[(5-Chlorothiophen-2-yl)methyl]-3-[1-(2-cyclopropoxyethyl)piperidin-4-yl]-1H-pyrazol-5-amin